Tetracyclo[6.2.1.13,6.02,7]Dodec-4-ene C12C3C4C=CC(C3C(CC1)C2)C4